C(C)(=O)C1=C(C=C(C=C1)Cl)C1=CC(N(C=C1OC)C(C(=O)NC1=CC=C(C(=O)O)C=C1)CC1=C(C=CC=C1)C#N)=O 4-(2-(4-(2-acetyl-5-chlorophenyl)-5-methoxy-2-oxopyridin-1(2H)-yl)-3-(2-cyanophenyl)propionylamino)benzoic acid